6-(1-trityl-1H-imidazol-4-yl)hexanoic acid C(C1=CC=CC=C1)(C1=CC=CC=C1)(C1=CC=CC=C1)N1C=NC(=C1)CCCCCC(=O)O